2-AMINO-6-CHLOROBENZALDEHYDE NC1=C(C=O)C(=CC=C1)Cl